FC=1C(NC(N(C1)[C@H]1C[C@@H]2OP(OC[C@H]2O1)(=O)OCC1=C(C(=O)OCCCC)C=CC=C1)=O)=O Butyl 2-((((4aR,6R,7aS)-6-(5-fluoro-2,4-dioxo-3,4-dihydropyrimidin-1(2H)-yl)-2-oxidotetrahydro-4H-furo[3,2-d][1,3,2]dioxaphosphinin-2-yl)oxy)methyl)benzoate